2-(3,4,5-triethoxyphenyl)-3,5,7-triethoxyquinolin-4-one C(C)OC=1C=C(C=C(C1OCC)OCC)C1=NC2=CC(=CC(=C2C(C1OCC)=O)OCC)OCC